FC(C1=C(C=C(C=N1)C=1C2=C(NC(CN1)(C)C)C(=CC=C2)F)C)F 5-(6-(difluoromethyl)-5-methylpyridin-3-yl)-9-fluoro-2,2-dimethyl-2,3-dihydro-1H-benzo[e][1,4]diazepine